(Z)-N-(6-(aminomethyl)-1-trideuteriomethyl-6,7-dihydrofuro[3,2-g]quinazolin-4(1H)-ylidene)-3,4-dichloro-2-fluoroaniline 2,2,2-trifluoroacetate FC(C(=O)O)(F)F.NCC1COC2=C1C=C1/C(/N=CN(C1=C2)C([2H])([2H])[2H])=N/C2=C(C(=C(C=C2)Cl)Cl)F